FC1=C(C=C(C(=O)C2=C(OC=C2)C(=O)NN)C=C1)[N+](=O)[O-] (4-fluoro-3-nitrobenzoyl)furan-2-carbohydrazide